(2R,3R,4S,5R,6S)-2-(hydroxymethyl)-5-((3-(trifluoromethyl)benzyl)oxy)-4-(4-(3,4,5-trifluorophenyl)-1H-1,2,3-triazol-1-yl)-1,7-dioxaspiro[5.5]undecane-3-ol OC[C@H]1O[C@@]2([C@@H]([C@H]([C@H]1O)N1N=NC(=C1)C1=CC(=C(C(=C1)F)F)F)OCC1=CC(=CC=C1)C(F)(F)F)OCCCC2